COC1=C(C=CC(=C1)C(F)(F)F)C1=C(N=C(N=N1)O)O 6-(2-methoxy-4-(trifluoromethyl)phenyl)-1,2,4-triazine-3,5-diol